3-(2,6-dichloro-4-(2,4-difluorophenyl)pyridin-3-yl)propanal ClC1=NC(=CC(=C1CCC=O)C1=C(C=C(C=C1)F)F)Cl